butyl-benzenenitrile C(CCC)C1=C(C=CC=C1)C#N